NC=1C=C(CNC2=NC=C(C3=C2CCO3)C=3C=NN(C3)C3OCCCC3)C=CC1 N-(3-aminobenzyl)-7-(1-(tetrahydro-2H-pyran-2-yl)-1H-pyrazol-4-yl)-2,3-dihydrofuro[3,2-c]pyridin-4-amine